C(CCCC)C1=CCC2=CC=CC=C12 3-pentylinden